C(C)(C)(C)OC(C1=CC=C(C=C1)NC(=O)OC1=CC=CC=C1)=O.FC1=C(OC2=NC=CC=C2C(=O)N)C=CC(=C1)CC(=O)NC=1SC2=C(N1)C=C(C=C2)C2=CC(N(C=C2)C)=O 2-(2-fluoro-4-(2-((5-(1-methyl-2-oxo-1,2-dihydropyridin-4-yl)benzo[d]thiazol-2-yl)amino)-2-oxoethyl)phenoxy)pyridine-3-carboxamide tert-butyl-4-((phenoxycarbonyl)amino)benzoate